2-chloro-3-(1H-1,2,4-triazol-3-yl)pyrazine ClC1=NC=CN=C1C1=NNC=N1